1-thiomorpholin oxide [NH+]1(CCSCC1)[O-]